1-(pyridin-2-yl)-piperazine N1=C(C=CC=C1)N1CCNCC1